FC(C(=O)O)(F)F.NC1=NN2C(C=C(C=C2)C=2C(=C(C(=O)NCC(C(O)C3=CC=C(C=C3)Cl)F)C(=CC2)C)F)=N1 3-(2-amino-[1,2,4]triazolo[1,5-a]pyridin-7-yl)-N-(3-(4-chlorophenyl)-2-fluoro-3-hydroxypropyl)-2-fluoro-6-methylbenzamide trifluoroacetate salt